C1(=CC=CC=C1)CCCCOC=1C=C2C(N(C(C2=CC1[N+](=O)[O-])=O)CCC(=O)O)=O 5-(4-phenylbutoxy)-6-nitro-N-carboxyethyl-isoindoline-1,3-dione